(5-(2-cyclopropylphenyl)-3-hydroxy-2,3-dihydrospiro[indene-1,3'-pyrrolidin]-1'-yl)(6-(methylamino)pyrazin-2-yl)methanone C1(CC1)C1=C(C=CC=C1)C=1C=C2C(CC3(CN(CC3)C(=O)C3=NC(=CN=C3)NC)C2=CC1)O